ClC=1C=C(COC2=CC=CC(=N2)C=2CCN(CC2)CC2=NC3=C(N2C[C@H]2OCC2)C=C(C=C3)C(=O)O)C=C(C1)C(F)(F)F (S)-2-((6-((3-chloro-5-(trifluoromethyl)benzyl)oxy)-3',6'-dihydro-[2,4'-bipyridin]-1'(2'H)-yl)methyl)-1-(oxetan-2-ylmethyl)-1H-benzo[d]imidazole-6-carboxylic acid